COC=1C=C(C=CC1)C1=CC=CC=C1 3-methoxy-1-phenyl-benzene